2-(5-(((1R,4R,5R,6R)-6-fluoro-1,2,4-trimethyl-2-azabicyclo[2.2.1]heptan-5-yl)oxy)-1,3,4-thiadiazol-2-yl)-5-(1H-imidazol-1-yl)phenol F[C@H]1[C@@H]([C@]2(CN([C@@]1(C2)C)C)C)OC2=NN=C(S2)C2=C(C=C(C=C2)N2C=NC=C2)O